NC1=NN=C(S1)C(C(=O)OCC)(F)F ethyl 2-(5-amino-1,3,4-thiadiazol-2-yl)-2,2-difluoroacetate